ClC1=C(CN2C3=C(SCC2=O)C=C(C=C3)NC(=O)NC3=CC=C2C=CNC2=C3)C(=CC=C1O)F 1-(4-(2-chloro-6-fluoro-3-hydroxybenzyl)-3-oxo-3,4-dihydro-2H-benzo[b][1,4]thiazin-7-yl)-3-(1H-indol-6-yl)urea